C(C)N(CC)CC.C(#N)C=1C(=NC(=CC1C(F)(F)F)O)O 3-cyano-2,6-dihydroxy-4-trifluoromethylpyridine triethylamine salt